1,5,8,12-tetrakis[4,6-bis(N-butyl-N-(1,2,2,6,6-pentamethyl-4-piperidyl)amino)-1,3,5-triazin-2-yl]-1,5,8,12-tetraazadodecane C(CCC)N(C1CC(N(C(C1)(C)C)C)(C)C)C1=NC(=NC(=N1)N(CCCC)C1CC(N(C(C1)(C)C)C)(C)C)NCCCN(CCN(CCCNC1=NC(=NC(=N1)N(CCCC)C1CC(N(C(C1)(C)C)C)(C)C)N(CCCC)C1CC(N(C(C1)(C)C)C)(C)C)C1=NC(=NC(=N1)N(CCCC)C1CC(N(C(C1)(C)C)C)(C)C)N(CCCC)C1CC(N(C(C1)(C)C)C)(C)C)C1=NC(=NC(=N1)N(CCCC)C1CC(N(C(C1)(C)C)C)(C)C)N(CCCC)C1CC(N(C(C1)(C)C)C)(C)C